(((2-((2R,3S,4R,5R)-5-(6-chloro-4-((cyclopropylmethyl)amino)-1H-pyrazolo[3,4-d]pyrimidin-1-yl)-3,4-dihydroxytetrahydrofuran-2-yl)ethyl)sulfonyl)methyl)phosphonic acid ClC1=NC(=C2C(=N1)N(N=C2)[C@H]2[C@@H]([C@@H]([C@H](O2)CCS(=O)(=O)CP(O)(O)=O)O)O)NCC2CC2